1-(1-methyl-6-(1-(3-((3-((5-(trifluoromethyl)pyrimidin-2-yl)amino)azetidin-1-yl)sulfonyl)benzyl)piperidin-4-yl)-1H-indazol-3-yl)dihydropyrimidine-2,4(1H,3H)-dione CN1N=C(C2=CC=C(C=C12)C1CCN(CC1)CC1=CC(=CC=C1)S(=O)(=O)N1CC(C1)NC1=NC=C(C=N1)C(F)(F)F)N1C(NC(CC1)=O)=O